(3E)-1-chloro-12,12-diheptyloxy-3-dodecene ClCC\C=C\CCCCCCCC(OCCCCCCC)OCCCCCCC